2-(1-(thiophen-3-yl)vinyl)furan lithium [Li].S1C=C(C=C1)C(=C)C=1OC=CC1